ClC=1C=C(C=C(C1)C=1N(N=C2C(N(CCC21)C(=O)C2=NN(C=N2)C=2C(NC=CC2)=O)C)C)S(=O)(=O)N 3-Chloro-5-[2,7-dimethyl-6-[1-(2-oxo-1H-pyridin-3-yl)-1,2,4-triazole-3-carbonyl]-5,7-dihydro-4H-pyrazolo[3,4-c]pyridin-3-yl]benzenesulfonamide